ClC=1C(=NC=C(C#N)C1)C=C 5-Chloro-6-vinylnicotinonitrile